4-(2-(2,6-dioxopiperidin-3-yl)-1,3-dioxoisoindol-5-yl)piperazine-1-carboxylic acid tert-butyl ester C(C)(C)(C)OC(=O)N1CCN(CC1)C=1C=C2C(N(C(C2=CC1)=O)C1C(NC(CC1)=O)=O)=O